C(C1=CC=CC=C1)N1C(=CC(=C1)C1=C(C=CC(=C1)F)F)[C@@H](C(C)(C)C)N(CCCNC(OCC[Si](C)(C)C)=O)C(CSC[C@H](N)C(=O)O)=O S-(11-{(1R)-1-[1-benzyl-4-(2,5-difluorophenyl)-1H-pyrrol-2-yl]-2,2-dimethylpropyl}-2,2-dimethyl-6,12-dioxo-5-oxa-7,11-diaza-2-silatridecane-13-yl)-L-cysteine